FC1(CCN2CC3(CC2(C1)CO)CC3)F (7',7'-Difluorodihydro-3'H-spiro[cyclopropane-1,2'-indolizine]-8a'(1'H)-yl)methanol